2-amino-6-((4-(tert-butoxycarbonyl)piperazin-1-yl)methyl)-1H-benzo[d]imidazole NC1=NC2=C(N1)C=C(C=C2)CN2CCN(CC2)C(=O)OC(C)(C)C